ClC=1C=CC2=C(C(=NCC(N2C)=O)C2=C(C=CC(=C2)OC)Cl)C1 7-chloro-5-(2-chloro-5-methoxy-phenyl)-1-methyl-3H-1,4-benzodiazepin-2-one